1,1-methanediolate C([O-])[O-]